(Aminomethyl)butan-1-ol NCC(CCC)O